C(C)NC1=CC2=C(C(N(N=C2C)CC(=O)OC2=NC=CC=N2)=O)S1 Pyrimidin-2-yl 2-[2-(ethylamino)-4-methyl-7-oxo-6H,7H-thieno[2,3-d]pyridazin-6-yl]acetate